C(C1=CC=CC=C1)[C@H]1N(C(OC1)=O)C([C@H](CCO)CC1CCCCC1)=O (R)-4-benzyl-3-((S)-2-(cyclohexylmethyl)-4-hydroxybutyryl)oxazolidin-2-one